FC1=NC(=CC=C1C=1SC=2C(N(CCC2N1)C=1C=NC=CC1)=O)N1C[C@@H](CC1)F (R)-2-(2-fluoro-6-(3-fluoropyrrolidin-1-yl)pyridin-3-yl)-5-(pyridin-3-yl)-6,7-dihydrothiazolo[5,4-c]pyridin-4(5H)-one